quinazoline-4-amine N1=CN=C(C2=CC=CC=C12)N